C1(CCC1)CC=1C(=C2CCCC2=CC1)NC(=O)N[S@](=O)(=N)C=1OC(=C(C1)C(C)(C)O)C |r| R and S-N-((5-(cyclobutylmethyl)-2,3-dihydro-1H-inden-4-yl)carbamoyl)-4-(2-hydroxypropan-2-yl)-5-methylfuran-2-sulfonimidamide